4-chloro-1,3,5-triazine-2-carboxylic acid ClC1=NC(=NC=N1)C(=O)O